BrC1=CC(=C(OC(CCC(=O)O)CF)C=C1)C(CC)=O.C(CCC)[Sn](C(=C)OCC)(CCCC)CCCC tributyl-(1-ethoxyvinyl)stannane 2-(4-bromo-2-propionylphenoxy)-3-fluoropropyl-acetate